NC=1C=CC(=C(C1)N(C1=NC(=NC=C1C1=CC=C(C=C1)C(F)(F)F)NC=1C=NN(C1)C)C)F N4-(5-amino-2-fluorophenyl)-N4-methyl-N2-(1-methyl-1H-pyrazol-4-yl)-5-[4-(trifluoromethyl)phenyl]pyrimidine-2,4-diamine